2-((2-(Didodecylamino)ethyl)(hexyl)amino)ethan-1-ol C(CCCCCCCCCCC)N(CCN(CCO)CCCCCC)CCCCCCCCCCCC